Diphenyl(4'-(pyren-1-yl)-[1,1'-Biphenyl]-3-yl)phosphin oxid C1(=CC=CC=C1)P(C=1C=C(C=CC1)C1=CC=C(C=C1)C1=CC=C2C=CC3=CC=CC4=CC=C1C2=C34)(C3=CC=CC=C3)=O